P(=O)([O-])([O-])[O-].[K+].[K+].[K+].[K+].[K+] pentapotassium phosphate